O1CCN(CC1)C(CCN1N=CC2=C(C=CC=C12)[N+](=O)[O-])=O 1-morpholino-3-(4-nitro-1H-indazol-1-yl)propan-1-one